CC1=C(N=NC(=C1)N[C@H]1CNCCC1)C1=C(C=C(C=C1)C(F)(F)F)O 2-{4-methyl-6-[(3R)-piperidin-3-ylamino]pyridazin-3-yl}-5-(trifluoromethyl)phenol